((6-(isopropyl(methyl)amino)-1-oxo-2-(6-(5,6,7,8-tetrahydro-[1,2,4]triazolo[4,3-a]pyridin-3-yl)pyridin-2-yl)-2,3-dihydro-1H-pyrrolo[3,4-c]pyridin-4-yl)methyl)(methyl)carbamate C(C)(C)N(C1=CC2=C(C(=N1)COC(NC)=O)CN(C2=O)C2=NC(=CC=C2)C2=NN=C1N2CCCC1)C